(S)-(1-((4-(3-amino-4-chloro-1H-indazol-5-yl)-3-chlorophenyl)sulfonyl)-4,4-difluoropyrrolidin-2-yl)methanol NC1=NNC2=CC=C(C(=C12)Cl)C1=C(C=C(C=C1)S(=O)(=O)N1[C@@H](CC(C1)(F)F)CO)Cl